COC(CCCCC(=O)N[C@@H]1[C@@H]2[C@H](CN(C1)C(=O)OCC1=CC=CC=C1)OC(O2)(C)C)=O benzyl (3aS,7S,7aR)-7-[(6-methoxy-6-oxo-hexanoyl)amino]-2,2-dimethyl-4,6,7,7a-tetrahydro-3aH-[1,3]dioxolo[4,5-c]pyridine-5-carboxylate